3,3-difluoro-5-hydroxymethyl-piperidine-1-carboxylic acid tert-butyl ester C(C)(C)(C)OC(=O)N1CC(CC(C1)CO)(F)F